C(=O)(O)C1=CC=C(C=C1)CNC(=O)C=1C(=C(C=C(C1)O)CC(=O)O)O.[N].[Ca] calcium nitrogen (3-(4-Carboxyphenylmethylaminocarbonyl)-2,5-dihydroxyphenyl)acetic acid